FP1(OC=C(NO1)C#N)=O 2-fluoro-5-cyano-1,3,4,2-dioxazaphosphorine-2-oxide